BrC1(C(C2=C(SC=C2)CC1)=O)Br 5,5-Dibromo-6,7-dihydrobenzo[b]thiophen-4(5H)-one